4-(4-fluoro-5-methyl-1H-pyrazol-1-yl)-2-methylquinolin-8-ol FC=1C=NN(C1C)C1=CC(=NC2=C(C=CC=C12)O)C